tert-butyl (S)-4-(7-chloro-6-fluoro-1-(2-isopropyl-6-methyl-4-(methylthio)pyridin-3-yl)-2-carbonyl-1,2-dihydropyrido[2,3-d]pyrimidin-4-yl)-3-methylpiperazine-1-carboxylate ClC=1C(=CC2=C(N(C(N=C2N2[C@H](CN(CC2)C(=O)OC(C)(C)C)C)=C=O)C=2C(=NC(=CC2SC)C)C(C)C)N1)F